FC=1C=C(C=CC1)C(C(=O)NC=1SC=CN1)N1C(C2=NC(=CC=C2C1)C1=CC=C(C=C1)C1CN(CC1)C)=O 2-(3-fluorophenyl)-2-(2-(4-(1-methylpyrrolidin-3-yl)phenyl)-7-oxo-5,7-dihydro-6H-pyrrolo-[3,4-b]pyridin-6-yl)-N-(thiazol-2-yl)acetamide